N-[3-[5-Chloro-2-[4-(cyclopropylsulfonimidoyl)anilino]pyrimidin-4-yl]-1H-indol-6-yl]prop-2-enamide ClC=1C(=NC(=NC1)NC1=CC=C(C=C1)S(=O)(=N)C1CC1)C1=CNC2=CC(=CC=C12)NC(C=C)=O